isopropyl (S)-6-diazo-2-((R)-2-hydroxy-2-phenylpropanamido)-5-oxohexanoate [N+](=[N-])=CC(CC[C@@H](C(=O)OC(C)C)NC([C@@](C)(C1=CC=CC=C1)O)=O)=O